[N+](=O)(OCCO[N+](=O)[O-])[O-] ethane-1,2-diyl dinitrate